S(=O)(=O)([O-])S(=O)(=O)[O-].[K+].[K+] potassium metabisulphate